C(CCCCCCCCCCC)[Mg]CCCCCCCCCCCC bis(dodecyl)magnesium